2,2-dibutyl-1,3-dimethoxypropane C(CCC)C(COC)(COC)CCCC